(S)-1-(4-fluorophenyl)-2-methylpropan-1-amine Hydrochloride Cl.FC1=CC=C(C=C1)[C@H](C(C)C)N